[Ni].[Cu].[Cr].[Ni] nickel chromium-copper nickel